C(C)(C)(C)OC(=O)N1CCC(CC1)N1C=NC2=CC(=CC(=C2C1=O)F)B1OC(C(O1)(C)C)(C)C.C1(=CC=CC=C1)N=C1SC=CN1C(C)C 2-phenylimino-N-isopropyl-thiazole tert-butyl-4-[5-fluoro-4-oxo-7-(4,4,5,5-tetramethyl-1,3,2-dioxaborolan-2-yl)quinazolin-3-yl]piperidine-1-carboxylate